3-allyl-1-(4-methoxybenzyl)-1H-4,2,1-benzooxathiazine 2,2-dioxide C(C=C)C1S(N(C2=C(O1)C=CC=C2)CC2=CC=C(C=C2)OC)(=O)=O